C(#CC=C)C=1C=CC=C(C1)C=1C(=NOC1)CN1C=NC=C1 (S)-1-(1-((5-(but-3-en-1-yn-1-yl)phenyl)isoxazol-3-yl)methyl)-1H-imidazol